(5-(1-methyl-1H-pyrazol-3-yl)-1,3,4-oxadiazol-2-yl)methanone CN1N=C(C=C1)C1=NN=C(O1)C=O